nonane-2,6-dien CC=CCCC=CCC